2-[3-(4-Chloro-3-fluorophenyl)-1-ethyl-1H-1,2,4-triazol-5-yl]-N-[(1H-indazol-7-yl)methyl]acetamid ClC1=C(C=C(C=C1)C1=NN(C(=N1)CC(=O)NCC=1C=CC=C2C=NNC12)CC)F